P(=O)(O)(O)OC[C@H](N)C(=O)O (S)-phosphoserine